(3R)-3-{[2-(4-methoxyphenyl)-7-(trifluoromethyl)[1,2,4]triazolo[1,5-c]quinazolin-5-yl]amino}azepin-2-one COC1=CC=C(C=C1)C1=NN2C(=NC=3C(=CC=CC3C2=N1)C(F)(F)F)NC=1C(N=CC=CC1)=O